CNC(=O)C1=C(SC=C1)NC(C1=CC(=CC=C1)[N+](=O)[O-])=O N-methyl-2-(3'-nitrobenzamido)thiophene-3-carboxamide